N1=C(C=CC=C1)N1CCCCC1 1-(pyridin-2-yl)piperidin